ClC=1N=C(C=2N(C1)N=CC2)O[C@H]2C[C@H](C2)N(C(OC(C)(C)C)=O)C tert-butyl ((cis)-3-((6-chloropyrazolo[1,5-a]pyrazin-4-yl)oxy)cyclobutyl)(methyl)carbamate